(E)-N'-hydroxy-3-methylpiperidine-1-carboximidamide O\N=C(/N)\N1CC(CCC1)C